N1(C(CCC1)=O)[2H] pyrrolidone-d1